t-butyl ((1s,4s)-4-aminocyclohexyl)carbamate NC1CCC(CC1)NC(OC(C)(C)C)=O